4-methyl-3-(6-methyl-4-{[5-(trifluoromethyl)pyrazin-2-yl]oxy}pyridin-2-yl)-1-(4-methylbenzenesulfonyl)-1H,4H,5H-pyrrolo[3,2-b]pyridin-5-one CN1C2=C(C=CC1=O)N(C=C2C2=NC(=CC(=C2)OC2=NC=C(N=C2)C(F)(F)F)C)S(=O)(=O)C2=CC=C(C=C2)C